isononyl 1,2,4,5-cyclohexanetetracarboxylate C1(C(CC(C(C1)C(=O)[O-])C(=O)[O-])C(=O)[O-])C(=O)OCCCCCCC(C)C